5-[1-(1,3-Benzothiazol-7-yl)ethoxy]-7-[5-methyl-1-(4-piperidyl)triazol-4-yl]imidazo[1,2-a]pyridine-3-carbonitrile S1C=NC2=C1C(=CC=C2)C(C)OC2=CC(=CC=1N2C(=CN1)C#N)C=1N=NN(C1C)C1CCNCC1